FC1=C(C(=CC(=C1F)OC1=NC=CC=C1C1=NC(=NC=C1)N[C@@H]1CNC[C@H](C1)F)F)NS(=O)(=O)CC=1C(=NC=CC1)C(F)(F)F N-(2,3,6-trifluoro-4-((3-(2-(((3S,5S)-5-fluoropiperidin-3-yl)amino)pyrimidin-4-yl)pyridin-2-yl)oxy)phenyl)-1-(2-(trifluoromethyl)pyridin-3-yl)methanesulfonamide